FC(C(C)(C)C1=NOC(=C1)C[C@@H]1[C@@H]([C@H]([C@H]([C@H](O1)CO)O)N1N=NC(=C1)C1=CC(=C(C(=C1)F)F)F)OC)F (2R,3R,4S,5R,6R)-6-((3-(1,1-difluoro-2-methylpropan-2-yl)isoxazol-5-yl)methyl)-2-(hydroxymethyl)-5-methoxy-4-(4-(3,4,5-trifluorophenyl)-1H-1,2,3-triazol-1-yl)tetrahydro-2H-pyran-3-ol